The molecule is an organic cation that is the conjugate acid of L-histidinal, arising from protonation of the amino group; major species at pH 7.3. It is an ammonium ion derivative and an organic cation. It is a conjugate acid of a L-histidinal. C1=C(NC=N1)C[C@@H](C=O)[NH3+]